Helium Cadmium methyl-N-ethylaminosulfonyl-ethyl chloride CC(CCl)S(=O)(=O)NCC.[Cd].[He]